2-cyclopropyl-4-(((1S,2S)-2-fluorocyclohexyl)oxy)-N-((S,E)-4-(methylsulfonyl)but-3-en-2-yl)pyrimidine-5-carboxamide C1(CC1)C1=NC=C(C(=N1)O[C@@H]1[C@H](CCCC1)F)C(=O)N[C@@H](C)\C=C\S(=O)(=O)C